N1=C(C=CC=C1)C=1C=C2C(=NC=NC2=CC1)N1CC(CCC1)CNS(=O)(=O)C N-((1-(6-(PYRIDIN-2-YL)QUINAZOLIN-4-YL)PIPERIDIN-3-YL)METHYL)METHANESULFONAMIDE